4-(dimethylamino)-1-(4-(5-ethyl-6-(8-methyl-[1,2,4]triazolo[1,5-a]pyridin-6-yl)-1H-indazol-3-yl)piperidin-1-yl)butan-1-one CN(CCCC(=O)N1CCC(CC1)C1=NNC2=CC(=C(C=C12)CC)C=1C=C(C=2N(C1)N=CN2)C)C